N1N=CN=C1[C@@H]1CN(CC1)C(=O)N1CC2(C1)CC(C2)CC2=NC=C(C=C2)S(=O)(=O)C(F)(F)F [(3S)-3-(1H-1,2,4-Triazol-5-yl)pyrrolidin-1-yl]-[6-[[5-(trifluoromethylsulfonyl)-2-pyridyl]methyl]-2-azaspiro[3.3]heptan-2-yl]methanone